FC=1C=2N(C=C(C1)NC(=O)C=1N=CC(=NC1)N1CC3(C1)OCCN(C3)C(=O)OC(C)(C)C)C=C(N2)C tert-Butyl 2-[5-[(8-fluoro-2-methyl-imidazo[1,2-a]pyridin-6-yl)carbamoyl]pyrazin-2-yl]-5-oxa-2,8-diazaspiro[3.5]nonane-8-carboxylate